3-(4-chlorophenyl)-1-ethyl-5-methyl-6-(pyrrolidin-1-yl)-3,5-dihydroimidazo[4,5-c][1,2]thiazine-4(1H)-one 2,2-dioxide ClC1=CC=C(C=C1)C1C(C2=C(N(S1(=O)=O)CC)N=C(N2C)N2CCCC2)=O